FC=1C(=C2CCCC(C2=CC1)NC)C1=NC=2C=CNC(C2C(=C1)NC1=NC=C(C=C1)N1CCC(CC1)O)=O 2-[6-fluoro-1-(methyl-amino)tetralin-5-yl]-4-[[5-(4-hydroxy-1-piperidyl)-2-pyridyl]amino]-6H-1,6-naphthyridin-5-one